C1(CC1)C1=CC=C(C=N1)B1OC(C)(C)C(C)(C)O1 6-cyclopropyl-3-pyridinyl-boronic acid pinacol ester